O=C1CCOC2=CC(=CC(=C12)O)O 4-oxo-5,7-dihydroxy-2,3-dihydro-4H-chromen